4-Chlorothieno[2,3-b]pyridine ClC1=C2C(=NC=C1)SC=C2